methoxyl-benzamidine hydrochloride Cl.O(C)C1=C(C(=N)N)C=CC=C1